N-methyl-1,2,6-trimethylpyridinium iodide [I-].C[N+]1(C(C=CC=C1C)C)C